C(C1=CC=CC=C1)OC=1C(C=C(OC1C(=O)OC)C(C(O)C1(CN(CCCC1)C(=O)OC(C)(C)C)NC(=O)OC(C)(C)C)O)=O tert-butyl 3-(2-(5-(benzyloxy)-6-(methoxycarbonyl)-4-oxo-4H-pyran-2-yl)-1,2-dihydroxyethyl)-3-((tert-butoxycarbonyl)amino)azepane-1-carboxylate